CC1(C(NC(CC1)=O)=O)C1=CC=C(C=C1)C=1CCN(CC1)C(=O)[O-] 4-(4-(3-methyl-2,6-dioxopiperidin-3-yl)phenyl)-3,6-dihydropyridine-1(2H)-carboxylate